OC=1C=C(C(=S)N(C)C)C=CC1 3-hydroxy-N,N-dimethylthiobenzamide